N-(5-(4-(4-propenylpiperazin-1-yl)-7-chloroquinazolin-6-yl)-2-methoxypyridin-3-yl)methylsulfonamide C(=CC)N1CCN(CC1)C1=NC=NC2=CC(=C(C=C12)C=1C=C(C(=NC1)OC)CNS(=O)=O)Cl